1-amino-2-butanol NCC(CC)O